C(C)(C)(C)OC(=O)NC1=CN(C=2N=CN=CC21)CC(=O)OCCCC butyl 2-(5-((tert-butoxycarbonyl)amino)-7H-pyrrolo[2,3-d]pyrimidin-7-yl)acetate